4-(2-((S)-2-(2-(1,1,1-trifluoro-2-methylpropan-2-yl)phenyl)pyrrolidin-1-yl)-7-azaspiro[3.5]nonan-7-yl)benzamide FC(C(C)(C)C1=C(C=CC=C1)[C@H]1N(CCC1)C1CC2(C1)CCN(CC2)C2=CC=C(C(=O)N)C=C2)(F)F